CC1=CC=C(O1)C1=NC=2C(=C3C(=NC2)NC=C3)N1C1=CCNC=C1 4-(2-(5-methylfuran-2-yl)imidazo[4,5-d]pyrrolo[2,3-b]pyridin-1(6H)-yl)-1H-pyridine